1-(4-(2-(3,4-dimethoxyphenyl)-3-(2,2,2-trifluoroethyl)-1H-indol-5-yl)piperidin-1-yl)-2-(methylamino)ethanone COC=1C=C(C=CC1OC)C=1NC2=CC=C(C=C2C1CC(F)(F)F)C1CCN(CC1)C(CNC)=O